trans-3-((3,3-Difluorocyclobutyl)amino)-5-(4-hydroxycyclohexyl)-8-(4-methylpiperazin-1-yl)pyrimido[4,5-c]isoquinolin-6(5H)-one FC1(CC(C1)NC=1N=CC2=C(N(C(C=3C=C(C=CC23)N2CCN(CC2)C)=O)[C@@H]2CC[C@H](CC2)O)N1)F